N-(1-(3-chlorophenyl)-2-hydroxy-ethyl)-1-(2-((2,2-difluoro-benzo[d][1,3]dioxol-5-yl)amino)-5-methyl-pyridin-4-yl)-1H-pyrrole-3-carboxamide ClC=1C=C(C=CC1)C(CO)NC(=O)C1=CN(C=C1)C1=CC(=NC=C1C)NC1=CC2=C(OC(O2)(F)F)C=C1